4-bromo-3,5-dimethyl-2H-pyrrole BrC1=C(CN=C1C)C